P([O-])([O-])([O-])=S Phosphoromonothioate